C(C)(C)(C)OC(NCC1COC2=C(C3=C(N=C(S3)C3=C4N=CC(=NC4=CC(=C3)C)OC(F)F)C(=C2)F)O1)=O ((2-(2-(difluoromethoxy)-7-methylquinoxalin-5-yl)-4-fluoro-7,8-dihydro-[1,4]dioxino[2',3':3,4]benzo[1,2-d]thiazol-8-yl)methyl)carbamic acid tert-butyl ester